4-[(3-chloro-4-fluorophenyl)amino]-6-{2-[4-(2-oxo-morpholine-4-yl)-piperidin-1-yl]-ethoxy}-7-methoxy-quinazoline ClC=1C=C(C=CC1F)NC1=NC=NC2=CC(=C(C=C12)OCCN1CCC(CC1)N1CC(OCC1)=O)OC